C(C)(C)(C)C=1C=C(C=C(C1O)C(C)(C)C)CCC(=O)OCC(COC(CCC1=CC(=C(C(=C1)C(C)(C)C)O)C(C)(C)C)=O)(COC(CCC1=CC(=C(C(=C1)C(C)(C)C)O)C(C)(C)C)=O)COC(CCC1=CC(=C(C(=C1)C(C)(C)C)O)C(C)(C)C)=O 3-{[3-(3,5-di-tert-butyl-4-hydroxyphenyl)propanoyl]oxy}-2,2-bis({[3-(3,5-di-tert-butyl-4-hydroxyphenyl)propanoyl]oxy}methyl)propyl-3-(3,5-di-tert-butyl-4-hydroxyphenyl)propanoate